CS(=O)(=O)CC1CNC1 3-((methylsulfonyl)methyl)azetidin